methyl 2-fluoro-4-(methylamino)-5-nitrobenzoate FC1=C(C(=O)OC)C=C(C(=C1)NC)[N+](=O)[O-]